CC(=CC1C(C1(C)C)C(=O)OCN2C(=O)C3=C(C2=O)CCCC3)C The molecule is a phthalimide insecticide, a member of maleimides and a cyclopropanecarboxylate ester. It has a role as a pyrethroid ester insecticide. It derives from a chrysanthemic acid.